5'-hydroxy-2H-[1,3'-bipyridin]-2-one OC=1C=C(C=NC1)N1C(C=CC=C1)=O